4-(carbamoyl)-2-(methylthio)-1,3-thiazole-5-carboxylic acid methyl ester COC(=O)C1=C(N=C(S1)SC)C(N)=O